FC(C=1C=C(C=C(C1)C(F)(F)F)C(C(=O)N(C)C=1C(=C2C(=NC1)N(N=C2)C(=O)C2CC2)C2=C(C=C(C=C2)F)C)(C)C)(F)F 2-(3,5-bis-trifluoromethyl-phenyl)-N-[1-cyclopropanecarbonyl-4-(4-fluoro-2-methyl-phenyl)-1H-pyrazolo[3,4-b]pyridin-5-yl]-N-methyl-isobutyramide